C(C1=CC=CC=C1)(=O)C1=CC=C(O[C@@H]2CN(CC2)CC(=O)N2[C@@H](CCC2)C#N)C=C1 (S)-1-(2-((S)-3-(4-benzoylphenoxy)pyrrolidin-1-yl)acetyl)pyrrolidine-2-carbonitrile